O1CCC(CC1)OCCCOS(=O)(=O)C1=CC=C(C=C1)C.CC1=CC=C(C=C1)S(=O)(=O)OCCCOC1CCOCC1 3-tetrahydropyran-4-yloxypropyl 4-methylbenzenesulfonate 3-tetrahydropyran-4-yloxypropyl-4-methylbenzenesulfonate